O[C@@H]1C[C@H](CNC1)OC=1C=C2CN(C(C2=CC1)=O)C1C(NC(CC1)=O)=O 3-(5-(((3R,5R)-5-hydroxypiperidin-3-yl)oxy)-1-oxoisoindolin-2-yl)piperidine-2,6-dione